C(N)(OC1=C(C=CC=C1)O)=O 2-hydroxyphenyl carbamate